cis-methyl 2-(3-(2-carbamoyl-6-(trifluoromethoxy)-1H-indol-1-yl)phenyl)-2-methylcyclopropane-1-carboxylate C(N)(=O)C=1N(C2=CC(=CC=C2C1)OC(F)(F)F)C=1C=C(C=CC1)[C@@]1([C@@H](C1)C(=O)OC)C